2,6-dimethyl-5-((2-(trifluoromethyl)pyridin-3-yl)methoxy)-benzofuran-3-carboxylic acid CC=1OC2=C(C1C(=O)O)C=C(C(=C2)C)OCC=2C(=NC=CC2)C(F)(F)F